benzyl (1S,2R)-2-(((methylsulfonyl)oxy)methyl)cyclopropane-1-carboxylate CS(=O)(=O)OC[C@H]1[C@H](C1)C(=O)OCC1=CC=CC=C1